6-((6-((5-cyclopropyl-3-(2,6-dichlorophenyl)isoxazol-4-yl)methoxy)-2-fluoronaphthalen-1-yl)oxy)-5-methylnicotinic acid C1(CC1)C1=C(C(=NO1)C1=C(C=CC=C1Cl)Cl)COC=1C=C2C=CC(=C(C2=CC1)OC1=NC=C(C(=O)O)C=C1C)F